3-[(3-{[(1H-indol-6-yl)methyl]amino}pyrido[2,3-b]pyrazin-6-yl)amino]propan-1-ol N1C=CC2=CC=C(C=C12)CNC1=CN=C2C(=N1)N=C(C=C2)NCCCO